2-chloro-N-(1-isopropyl-piperidin-4-yl)-7-methoxy-quinazolin-4-amine ClC1=NC2=CC(=CC=C2C(=N1)NC1CCN(CC1)C(C)C)OC